COC1=C(C(=CC=C1)OC)S(=O)(=O)NC1=NOC2=C1CC1(C3=CC=C(C=C32)C)CC1 2,6-dimethoxy-N-(8'-methyl-4'H-spiro[cyclopropane-1,5'-naphtho[2,1-d]isoxazol]-3'-yl)benzenesulfonamide